4-hydroxy-3,5-dimethoxybenzyl alcohol OC1=C(C=C(CO)C=C1OC)OC